CC1N(CCOC1)C=1C2=C(N=C(N1)C1=NC(=NC=C1)C1=CC=CC=C1)C=CC=N2 3-methyl-4-(2-(2-phenylpyrimidin-4-yl)pyrido[3,2-d]pyrimidin-4-yl)morpholine